COC=1C=C(C=C(C1)OC)C=CC1=CC=CC=C1 3,5-dimethoxystilbene